ClC=1C=C(CC2C(CCC2)=O)C=CC1 (3-chlorobenzyl)cyclopentan-1-one